tert-butyl-(4S)-4-[4-[2-(dimethylcarbamoyl)-7-fluoro-6-[1-(3-pyrazol-1-ylpropanoyl)-3,6-dihydro-2H-pyridin-5-yl]-1H-indol-4-yl]-2,5-difluoro-phenyl]-3,3-difluoro-piperidine C(C)(C)(C)N1CC([C@@H](CC1)C1=C(C=C(C(=C1)F)C1=C2C=C(NC2=C(C(=C1)C1=CCCN(C1)C(CCN1N=CC=C1)=O)F)C(N(C)C)=O)F)(F)F